3-(4-(sec-butyl)-2-methylphenyl)propanal methyl-2-(8-cyano-1-((2R,4R)-2-methyltetrahydro-2H-pyran-4-yl)-1H-imidazo[4,5-c]quinolin-2-yl)acetate COC(CC=1N(C2=C(C=NC=3C=CC(=CC23)C#N)N1)[C@H]1C[C@H](OCC1)C)=O.C(C)(CC)C1=CC(=C(C=C1)CCC=O)C